C(C=1C(=CC=CC1)OC)=C(C=O)C 2-anisylidenepropanal